C(C)(C)(CC)N=[V](N(C)C)(N(C)C)N(C)C Tert-amylimino-tris(dimethylamino)vanadium (V)